BrC1=CC=C(C=C1)N1C2=C(C=CC=C2C=2C=CC=C(C12)C1=CC=CC=C1)C1=CC=CC=C1 9-(4-bromophenyl)-1,8-diphenyl-carbazole